3-[(5-chloro-1H-indol-2-yl)methyl]-1-methyl-1-[1-(1-methyl-1H-pyrazole-5-carbonyl)piperidin-3-yl]urea ClC=1C=C2C=C(NC2=CC1)CNC(N(C1CN(CCC1)C(=O)C1=CC=NN1C)C)=O